OC(C)(C)C=1SC(=CN1)[S@](=O)(=NC(NC1=C2C(=CC=3CCCC13)CC2)=O)NC(OC(C)(C)C)=O tert-butyl (S)-(2-(2-hydroxypropan-2-yl)-N-((2,4,5,6-tetrahydro-1H-cyclobuta[f]inden-3-yl)carbamoyl) thiazole-5-sulfonimidoyl)carbamate